CC1=C2C(=CC=3C=4C=C(C=CC4N(C13)C)OCCN1CCCC1)C=NC=C2 5,6-dimethyl-9-(2-(pyrrolidin-1-yl)ethoxy)-6H-pyrido[4,3-b]carbazole